CCC(CC)C1=CC=NC=2N1N=CC2 7-(pentan-3-yl)pyrazolo[1,5-a]pyrimidine